(2R-3S,5R)-5-(6-amino-2-fluoro-purin-9-yl)-2-ethynyl-2-(hydroxymethyl)tetrahydrofuran-3-ol NC1=C2N=CN(C2=NC(=N1)F)[C@H]1C[C@@H]([C@](O1)(CO)C#C)O